tert-butyl (Z)-((4-(2-acetyl-1,2,3,4-tetrahydroisoquinolin-6-yl)-2-((1-acetyl-3-oxoindolin-2-ylidene)methyl)quinolin-6-yl)methyl)(tetrahydro-2H-pyran-4-yl)carbamate C(C)(=O)N1CC2=CC=C(C=C2CC1)C1=CC(=NC2=CC=C(C=C12)CN(C(OC(C)(C)C)=O)C1CCOCC1)\C=C\1/N(C2=CC=CC=C2C1=O)C(C)=O